C(C1=CC=CC=C1)OC(=O)NC1C[C@@H](N(CC1)C(=O)OC(C)(C)C)C (2S)-tert-butyl 4-(benzyloxycarbonylamino)-2-methylpiperidine-1-carboxylate